C(#N)C1=C(C=C(C=C1)C(F)(F)F)[C@@H]([C@@H](C)C=1N(C(C(=C(N1)C(=O)NC=1C=NOC1)O)=O)C)C=1C=NN(C1)C 2-((1r,2r)-1-(2-cyano-5-(trifluoromethyl)phenyl)-1-(1-methyl-1H-pyrazol-4-yl)propan-2-yl)-5-hydroxy-N-(isoxazol-4-yl)-1-methyl-6-oxo-1,6-dihydropyrimidine-4-carboxamide